(3-aminopropyl)silane NCCC[SiH3]